4-[3-(4-[3-Cyano-4-methoxypyrazolo[1,5-a]pyridin-6-yl]-5-methyl-1,2,3-triazol-1-yl)azetidin-1-yl]piperidine-1-carbonitrile C(#N)C=1C=NN2C1C(=CC(=C2)C=2N=NN(C2C)C2CN(C2)C2CCN(CC2)C#N)OC